C(CCCCCCC)OC=1C=C(C=C(C1)OCCCCCCCC)C=1C2=CC=C(N2)C=C2C=CC(C(=C3C=CC(=CC=4C=CC1N4)N3)C3=CC(=CC(=C3)OCCCCCCCC)OCCCCCCCC)=N2 5,15-di(3,5-dioctyloxyphenyl)porphyrin